3-[5-(4-chloro-phenyl)-2,3-dimethyl-isoxazolidin-3-yl]-tetrahydrobenzoxazepine ClC1=CC=C(C=C1)C1CC(N(O1)C)(C)C1NOC2=C(CC1)C=CC=C2